N'-((1-((1r,4r)-4-(Cyanomethyl)cyclohexyl)-6-(phenylsulfonyl)-1,6-dihydroimidazo[4,5-d]pyrrolo[2,3-b]pyridin-2-yl)methoxy)cyclopropanecarboximidamide C(#N)CC1CCC(CC1)N1C(=NC=2C1=C1C(=NC2)N(C=C1)S(=O)(=O)C1=CC=CC=C1)CON=C(N)C1CC1